C(C)(C)(C)C1=C(C(=CC(=C1)C(C)(C)C)C(C)(C)C)C(C(CO)(CC)CCCC)O 2,4,6-tri-tert-butylphenyl-2-butyl-2-ethyl-1,3-propanediol